methyl 2-(2-bromo-5-chlorophenyl)acetate BrC1=C(C=C(C=C1)Cl)CC(=O)OC